p-Nitrocatechol sulfate dipotassium salt [K+].[K+].S(=O)(=O)([O-])[O-].[N+](=O)([O-])C=1C=C(C(O)=CC1)O